(E)-3-(3-(4-(3-phenylprop-1-en-1-yl)benzyl)isoxazol-5-yl)pyridin-2-amine C1(=CC=CC=C1)C/C=C/C1=CC=C(CC2=NOC(=C2)C=2C(=NC=CC2)N)C=C1